2-[4-[4-(2-hydroxyethoxy)-3,5-bis(naphthalen-2-yl)phenyl]sulfonyl-2,6-bis(naphthalen-2-yl)-phenoxy]ethanol OCCOC1=C(C=C(C=C1C1=CC2=CC=CC=C2C=C1)S(=O)(=O)C1=CC(=C(OCCO)C(=C1)C1=CC2=CC=CC=C2C=C1)C1=CC2=CC=CC=C2C=C1)C1=CC2=CC=CC=C2C=C1